COC1=CC=C2C(N(C(C2=C1)=O)C1=CC=C(C=C1)C)=C 6-methoxy-3-methylene-2-(p-tolyl)isoindolin-1-one